6-Nitro-4(1H)-quinazolinone [N+](=O)([O-])C=1C=C2C(N=CNC2=CC1)=O